C(C)/C(/C(=O)Cl)=C\C(=O)Cl monoethyl-fumaric acid chloride